N-[(Z)-[amino-[3-(difluoromethyl)-2-pyridyl]methylene]amino]-3,3,3-trifluoro-propanamide N\C(\C1=NC=CC=C1C(F)F)=N/NC(CC(F)(F)F)=O